C(C1=CC=CC=C1)N1C(C=C(C=C1C)C1=C(C(=O)O)C=CC=C1)=O 2-(1-Benzyl-6-methyl-2-oxo-1,2-dihydropyridin-4-yl)benzoic acid